(3S*,4S*)-4-(4-Ethyl-2-(5-fluoropyridin-2-yl)-1H-imidazol-5-yl)-3-methylpiperidine-1-sulfonamide C(C)C=1N=C(NC1[C@@H]1[C@@H](CN(CC1)S(=O)(=O)N)C)C1=NC=C(C=C1)F |o1:7,8|